N[C@H](CO)CCOC (2S)-2-amino-4-methoxy-butan-1-ol